C12(CC(C1)C2)NS(=O)(=O)C=2C=C(N(C2)C)C(=O)NC2=CC(=C(C=C2)F)C#N 4-(N-(bicyclo[1.1.1]pentan-1-yl)sulfamoyl)-N-(3-cyano-4-fluorophenyl)-1-methyl-1H-pyrrole-2-carboxamide